bromopyridine-formaldehyde BrC=1C(=NC=CC1)C=O